tert-butyl N-[[2-fluoro-4-[2-(4-formylphenyl)pyrazolo[1,5-a]pyrimidin-7-yl]phenyl]methyl]carbamate FC1=C(C=CC(=C1)C1=CC=NC=2N1N=C(C2)C2=CC=C(C=C2)C=O)CNC(OC(C)(C)C)=O